dodec-8,10-dien-1-yl acetate C(C)(=O)OCCCCCCCC=CC=CC